C1(CCC1)CCNCC=1C=C(C2=C(N=C(O2)C=2C=C(C=CC2)C2=C(C=C(C=C2)F)C2=NN=CN2C)C1)OC 2-Cyclobutyl-N-((2-(4'-fluoro-2'-(4-methyl-4H-1,2,4-triazol-3-yl)-[1,1'-biphenyl]-3-yl)-7-methoxybenzo[d]oxazol-5-yl)methyl)ethan-1-amine